7,8,9,10-tetrahydro-6,10-methano-6H-pyrazino[2,3-H][3]-benzazepine N1=CC=NC2=CC3=C(C4CNCC3C4)C=C21